3-chloro-4-methoxy-7-[(3R)-1-methyl-3-piperidyl]imidazo[4,5-c]pyridazine ClC1=C(C2=C(N=N1)N(C=N2)[C@H]2CN(CCC2)C)OC